C[C@H]1NCCC1 R-(-)-2-methylpyrrolidine